BrC1=CC(=C(C=C1)C=1NC(=NN1)C1=CC=CC(=N1)N1CCOCC1)F 4-[6-[5-(4-bromo-2-fluoro-phenyl)-4H-1,2,4-triazol-3-yl]-2-pyridyl]morpholine